1-(6-bromo-2-methoxyquinolin-3-yl)-1-(2,3-dimethoxypyridin-4-yl)-4-(dimethylamino)-2-(2-methoxy-6-propoxypyridin-4-yl)butan-2-ol BrC=1C=C2C=C(C(=NC2=CC1)OC)C(C(CCN(C)C)(O)C1=CC(=NC(=C1)OCCC)OC)C1=C(C(=NC=C1)OC)OC